CC1=C2CCCC2=CC(=C1C1=CC2=C(NN=N2)C=C1)C 5-(4,6-dimethyl-2,3-dihydro-1H-inden-5-yl)-1H-benzotriazole